C1(CC1)[C@H](NC(NC=1C=NC=C(C(=O)N)C1)=O)C=1OC2=C(C1C)C=C(C=C2)F (S)-5-(3-(cyclopropyl(5-fluoro-3-methylbenzofuran-2-yl)methyl)ureido)nicotinamide